3-Chloro-6-((7-fluoro-2,3-dihydro-1H-inden-4-yl)oxy)-2-methyl-4-(trifluoromethyl)benzamide ClC=1C(=C(C(=O)N)C(=CC1C(F)(F)F)OC1=C2CCCC2=C(C=C1)F)C